2-[[tert-butyl-(diphenyl)silyl]oxymethyl]piperidine-1-carboxylic acid tert-butyl ester C(C)(C)(C)OC(=O)N1C(CCCC1)CO[Si](C1=CC=CC=C1)(C1=CC=CC=C1)C(C)(C)C